NC1=NC=2C=CC(=CC2C2=C1COC2)C(=O)N(C)[C@@H]2COCC1=CC(=CC=C21)Br (S)-4-amino-N-(7-bromoisochroman-4-yl)-N-methyl-1,3-dihydrofuro[3,4-c]quinoline-8-carboxamide